BrC=1C=C(CC=2N=NN(C2)CC=2C=C3CN(C(C3=CC2)=O)C2C(NC(CC2)=O)=O)C=CC1 3-(5-((4-(3-bromobenzyl)-1H-1,2,3-triazol-1-yl)methyl)-1-oxoisoindolin-2-yl)piperidine-2,6-dione